C1(=C(C=CC=C1)C=1C(=C2C(=CC1)N=C1C=CC3=C4C=CC=CC4=NC3=C12)C1=C(C=CC=C1)C=1C(=CC=CC1)C1=CC=CC=C1)C=1C(=CC=CC1)C1=CC=CC=C1 bis(terphenylyl)indolocarbazole